4-[(3S)-3-(aminomethyl)-1-piperidinyl]-5-chloro-2-(2-fluoro-4-pyridinyl)-1H-pyrimidin-6-one NC[C@H]1CN(CCC1)C=1N=C(NC(C1Cl)=O)C1=CC(=NC=C1)F